CC1=C(C(=CC(=C1)C)C)OP(=O)(OC1=C(C=C(C=C1C)C)C)OC1=C(C=C(C=C1C)C)C tris(2,4,6-trimethylphenyl)phosphate